8-(3-methoxypropoxy)-9H-pyrimido[4,5-b]indole-6-carboxamide COCCCOC=1C=C(C=C2C3=C(NC12)N=CN=C3)C(=O)N